2-benzyl-N-(2-oxo-2,3-dihydro-1H-benzo[d]imidazol-5-yl)benzamide C(C1=CC=CC=C1)C1=C(C(=O)NC2=CC3=C(NC(N3)=O)C=C2)C=CC=C1